1-ethyl-4-iodo-1H-pyrazole-3-carbonitrile C(C)N1N=C(C(=C1)I)C#N